N-(4-(N-(1-(2,6-dimethylpiperidin-4-yl)-ethyl)sulfamoyl)-2-methylphenyl)-2-methylbenzamide CC1NC(CC(C1)C(C)NS(=O)(=O)C1=CC(=C(C=C1)NC(C1=C(C=CC=C1)C)=O)C)C